C(#N)C1=CC=C(CNC(=O)C2=NN(C=3C(N(CCC32)CC3(CC3)S(=O)(=O)C)=O)CC3(CC3)CO)C=C1 N-(4-Cyanobenzyl)-1-((1-(hydroxymethyl)cyclopropyl)methyl)-6-((1-(methylsulfonyl)cyclopropyl)methyl)-7-oxo-4,5,6,7-tetrahydro-1H-pyrazolo[3,4-c]pyridine-3-carboxamide